(1R,4s)-4-(8-(2-chloro-4,6-difluorophenylamino)-2-((1S,3R)-3-hydroxycyclohexylamino)-9H-purin-9-yl)cyclohexanecarboxamide ClC1=C(C(=CC(=C1)F)F)NC=1N(C2=NC(=NC=C2N1)N[C@@H]1C[C@@H](CCC1)O)C1CCC(CC1)C(=O)N